4,4-dimethyl-2-styryl-oxy-cyclohexane CC1(CC(CCC1)OC=CC1=CC=CC=C1)C